FC(C(=O)O)(F)F.CNC1=C(C=CC=C1)NC1=CC(=NC=2C=CNC(C12)=O)NC(=O)C1CC1 N-(4-((2-(Methylamino)phenyl)amino)-5-oxo-5,6-dihydro-1,6-naphthyridin-2-yl)cyclopropanecarboxamide Trifluoroacetic Acid Salt